O=C1N(CCC(N1)=O)C1=NOC2=C1C(=C(C=C2)CN2C[C@@H](N(CC2)C(=O)OC(C)(C)C)C)C tert-butyl (S)-4-((3-(2,4-dioxotetrahydropyrimidin-1(2H)-yl)-4-methylbenzo[d]isoxazol-5-yl)methyl)-2-methylpiperazine-1-carboxylate